2-(2,3-bis(tert-butoxycarbonyl)guanidino)-5-methylpyridine C(C)(C)(C)OC(=O)N=C(NC1=NC=C(C=C1)C)NC(=O)OC(C)(C)C